CC1=NC(=CC(=C1)O[C@H]1CN(CC1)CC1=CN=C(S1)NC(C)=O)C (R)-N-(5-((3-((2,6-dimethylpyridin-4-yl)oxy)pyrrolidin-1-yl)methyl)thiazol-2-yl)acetamide